N1CC(C1)C1=CC=C(N(C2=CC=CC=C2)C)C=C1 4-(Azetidin-3-yl)-N-methyl-N-phenyl-aniline